2-hydroxy-4,4',5'-trimethoxy-benzophenone OC1=C(C(=O)C2=CC=C(C(=C2)OC)OC)C=CC(=C1)OC